3-(5-nitro-1-oxo-isoindolin-2-yl)piperidine-2,6-dione [N+](=O)([O-])C=1C=C2CN(C(C2=CC1)=O)C1C(NC(CC1)=O)=O